C(C)(C)(C)OC(=O)N1C(COCC1)C1=NC=CC(=C1)N 3-(4-aminopyridin-2-yl)morpholine-4-carboxylic acid tert-butyl ester